3-chloro-N-(4-chloro-2-(2-(2-methylbenzylidene)hydrazinecarbonyl)phenyl)-5-(trifluoromethyl)picolinamide ClC=1C(=NC=C(C1)C(F)(F)F)C(=O)NC1=C(C=C(C=C1)Cl)C(=O)NN=CC1=C(C=CC=C1)C